N[C@H]1CN(C[C@@H](C1)F)C(=O)C=1C=C(C=2N(C1)N=C(C2C)C=2N(C1=CC(=CC=C1C2)C2=C(C(=CC=C2)O)F)CC2CC2)OC ((3R,5R)-3-Amino-5-fluoropiperidin-1-yl)(2-(1-(cyclopropylmethyl)-6-(2-fluoro-3-hydroxyphenyl)-1H-indol-2-yl)-4-methoxy-3-methylpyrazolo[1,5-a]pyridin-6-yl)methanone